(R/S)-6-(3-(imidazo[1,2-a]pyridin-3-yl)piperidin-1-yl)-N2,N4-dimethylpyrimidine-2,4-diamine N=1C=C(N2C1C=CC=C2)[C@H]2CN(CCC2)C2=CC(=NC(=N2)NC)NC |r|